COC1=CC=C(C=C1)C(OC[C@]1(O[C@H](CN(C1)C1CCCCC1)N1C(NC(C(=C1)C)=O)=O)CO[Si](C(C)C)(C(C)C)C(C)C)(C1=CC=CC=C1)C1=CC=C(C=C1)OC 1-[(2R,6S)-6-[[bis(4-methoxyphenyl)-phenyl-methoxy]methyl]-4-cyclohexyl-6-(triiso-propylsilyloxymethyl)morpholin-2-yl]-5-methyl-pyrimidine-2,4-dione